Butyl (2-(6,6-dimethyl-1-((2-(trimethylsilyl)ethoxy)methyl)-4,5,6,7-tetrahydro-1H-indazol-3-yl)-5-fluoro-1-((2-(trimethylsilyl)ethoxy)methyl)-1H-indol-6-yl)(methyl)carbamate CC1(CCC=2C(=NN(C2C1)COCC[Si](C)(C)C)C=1N(C2=CC(=C(C=C2C1)F)N(C(OCCCC)=O)C)COCC[Si](C)(C)C)C